methyl 2-fluoro-6-methylenetetrahydro-1H-pyrrolizine-7a(5H)-carboxylate FC1CC2(CC(CN2C1)=C)C(=O)OC